(S)-tert-butyl-4-(6,7-dichloro-1-(2-cyclopropyl-4-methylpyridin-3-yl)-2-oxo-1,2-dihydropyrido[2,3-d]pyrimidin-4-yl)-3-methylpiperazine-1-carboxylic acid tert-butyl ester C(C)(C)(C)OC(=O)N1[C@H](C(N(CC1)C=1C2=C(N(C(N1)=O)C=1C(=NC=CC1C)C1CC1)N=C(C(=C2)Cl)Cl)C)C(C)(C)C